2-[[2-(1,1-difluoroethyl)-5-oxo-pyrrolidin-1-yl]amino]-2-imino-acetic acid ethyl ester C(C)OC(C(=N)NN1C(CCC1=O)C(C)(F)F)=O